OC[C@H](C1=CC=CC=C1)NC1=NC(=NC=C1C1=NC(=NN1)C(F)(F)F)NC1=CC=C2CC(N(CC2=C1)C)=O 7-[[4-[[(1S)-2-hydroxy-1-phenyl-ethyl]amino]-5-[3-(trifluoromethyl)-1H-1,2,4-triazol-5-yl]pyrimidin-2-yl]amino]-2-methyl-1,4-dihydro-isoquinolin-3-one